N-(5-(3-bromophenyl)-1,3,4-oxadiazol-2-yl)-4-fluoro-3-(trifluoromethyl)benzamide BrC=1C=C(C=CC1)C1=NN=C(O1)NC(C1=CC(=C(C=C1)F)C(F)(F)F)=O